4-(2,5-Diazabicyclo[2.2.2]octan-2-yl)-7-(7,8-difluoro-3-hydroxynaphthalen-1-yl)-2-((1-(morpholinomethyl)cyclopropyl)methoxy)-6-(trifluoromethyl)pyrido[3,4-d]pyrimidin-8(7H)-one C12N(CC(NC1)CC2)C=2C1=C(N=C(N2)OCC2(CC2)CN2CCOCC2)C(N(C(=C1)C(F)(F)F)C1=CC(=CC2=CC=C(C(=C12)F)F)O)=O